N-(2-chloro-4-(trifluoromethyl)phenyl)-2-(5-ethyl-6-(4-(3-hydroxypicolinoyl)piperazin-1-yl)-2-morpholino-7-oxo-[1,2,4]triazolo[1,5-a]pyrimidin-4(7H)-yl)acetamide ClC1=C(C=CC(=C1)C(F)(F)F)NC(CN1C=2N(C(C(=C1CC)N1CCN(CC1)C(C1=NC=CC=C1O)=O)=O)N=C(N2)N2CCOCC2)=O